dibenzyl 2-[5-(1-{[(2,4-dimethylphenyl)(6-methylpyridin-2-yl)methyl]carbamoyl}cyclopropyl)-1H-indol-3-yl]ethyl phosphate P(=O)(OCC1=CC=CC=C1)(OCC1=CC=CC=C1)OCCC1=CNC2=CC=C(C=C12)C1(CC1)C(NC(C1=NC(=CC=C1)C)C1=C(C=C(C=C1)C)C)=O